sodium anthracenedisulfonate C=1(C(=CC=C2C=C3C=CC=CC3=CC12)S(=O)(=O)[O-])S(=O)(=O)[O-].[Na+].[Na+]